6-((2r,6s)-2-(1-cyclopropyl-1H-pyrazol-4-yl)-6-methylmorpholino)-8-(2-fluoro-4-(trifluoromethyl)phenyl)-2,3-dimethylpyrimido[5,4-d]pyrimidin-4(3H)-one C1(CC1)N1N=CC(=C1)[C@H]1O[C@H](CN(C1)C=1N=C(C=2N=C(N(C(C2N1)=O)C)C)C1=C(C=C(C=C1)C(F)(F)F)F)C